C(C)(C)(C)OC(=O)NCCOCCOCCOCCC(=O)N[C@H](C(=O)N[C@H](C(=O)O)CCCNC(=O)N)C(C)C (2S)-2-[[(2S)-2-[3-[2-[2-[2-(tert-butoxycarbonylamino)ethoxy]ethoxy]ethoxy]propanoylamino]-3-methyl-butanoyl]amino]-5-ureido-pentanoic acid